C1(CC1)C=1N=NN(C1)[C@H](C(=O)N1[C@@H](C[C@H](C1)O)C(=O)NCC=1C(=NOC1CC)C)C(C)(C)C (2S,4r)-1-[(2S)-2-(4-cyclopropyl-triazol-1-yl)-3,3-dimethyl-butyryl]-N-[(5-ethyl-3-methyl-isoxazol-4-yl)methyl]-4-hydroxy-pyrrolidine-2-carboxamide